benzyl 8-(5-(pyrrolidine-1-carbonyl)-4,5,6,7-tetrahydrothiazolo[5,4-c]pyridin-2-yl)-3,8-diazabicyclo[3.2.1]octane-3-carboxylate N1(CCCC1)C(=O)N1CC2=C(CC1)N=C(S2)N2C1CN(CC2CC1)C(=O)OCC1=CC=CC=C1